COC1=CC=C(CN(C2=NC(=NC3=C2NC(N(C3)CCCCCN3CCCC3)=O)OCCCC)CC3=CC=C(C=C3)OC)C=C1 8-(bis(4-methoxybenzyl)amino)-6-butoxy-3-(5-(pyrrolidin-1-yl)pentyl)-3,4-dihydropyrimido[5,4-d]Pyrimidine-2(1H)-one